[P].FC(C1=CC=CC=C1)(F)F.FC(C1=CC=CC=C1)(F)F bis-(4-trifluoromethyl-benzene) phosphorus